ClC1=CC(=CC2=C1N=C(S2)N2CCNCC2)C(=O)NC2CCC2 4-chloro-N-cyclobutyl-2-(piperazin-1-yl)benzo[d]thiazole-6-carboxamide